C1(=CC=CC=C1)C1=C(C(=CC=C1)C1=CC=CC=C1)C=1N(C(=C([N+]1C)C1=CC=CC=C1)C1=CC=CC=C1)C 2-([1,1':3',1''-terphenyl]-2'-yl)-1,3-dimethyl-4,5-diphenyl-1H-imidazolium